4-(6-(4-(4-chlorophenyl)-1-methyl-1H-imidazol-5-yl)quinolin-3-yl)-2-methylbut-3-yn-2-ol ClC1=CC=C(C=C1)C=1N=CN(C1C=1C=C2C=C(C=NC2=CC1)C#CC(C)(O)C)C